[5-(2,4-difluorophenyl)isoxazol-3-yl]-[rac-(4R,7S)-4-methyl-7-(1-methylpyrazol-4-yl)-6,7-dihydro-4H-thieno[3,2-c]pyridin-5-yl]methanone FC1=C(C=CC(=C1)F)C1=CC(=NO1)C(=O)N1[C@@H](C2=C([C@H](C1)C=1C=NN(C1)C)SC=C2)C |r|